C1(=CC=CC=C1)NC1=CC=C(C=C1)C(C)(C)C1=CC=CC=C1 phenyl-4-(2-phenylpropan-2-yl)aniline